6-([1,1'-Biphenyl]-4-yl)-N4-(benzo[d][1,3]dioxol-5-ylmethyl)pyrimidine-2,4-diamine C1(=CC=C(C=C1)C1=CC(=NC(=N1)N)NCC1=CC2=C(OCO2)C=C1)C1=CC=CC=C1